C1(CC1)C=1C(=C2C(=NC1CC(F)(F)F)CCC2)NC(OCC(Cl)(Cl)Cl)=O 2,2,2-Trichloroethyl (3-cyclopropyl-2-(2,2,2-trifluoroethyl)-6,7-dihydro-5H-cyclopenta[b]pyridin-4-yl)carbamate